1-(4-{4-amino-1-methyl-1H-pyrazolo[3,4-d]pyrimidin-3-yl}-2-fluorophenyl)-3-{3-tert-butyl-1-[4-(propan-2-yl)phenyl]-1H-pyrazol-5-yl}urea NC1=C2C(=NC=N1)N(N=C2C2=CC(=C(C=C2)NC(=O)NC2=CC(=NN2C2=CC=C(C=C2)C(C)C)C(C)(C)C)F)C